7-chloro-1-cyclopropyl-6-fluoro-4-oxo-1,4-dihydro-1,8-naphthyridine-3-carboxylic acid ClC1=C(C=C2C(C(=CN(C2=N1)C1CC1)C(=O)O)=O)F